ClC1=C(C=CC=2C(=C3N(C12)CCN(C3)C(CO)=O)C=3C=NNC3)Cl 1-[6,7-dichloro-10-(1H-pyrazol-4-yl)-3,4-dihydro-1H-pyrazino[1,2-a]indol-2-yl]-2-hydroxy-ethanone